C(C)(C)(C)OC(=O)NC[C@@H](CC)OC=1C(=CC2=CC=CC=C2C1)C(=O)OC methyl (R)-3-((1-((tert-butoxycarbonyl)amino)butan-2-yl)oxy)-2-naphthoate